C(C)C=1C=CC=2CN[C@@H]3CCC4=C([C@H]3C2C1)C=C(C(=C4)O)O (6aR,12bS)-(+)-2-ethyl-10,11-dihydroxy-5,6,6a,7,8,12b-hexa-hydrobenzo[a]phenanthridine